C(C)(C)C1=C(C=CC=C1)C1NCCN(C1)C1=CC=CC=C1 2-(2-isopropylphenyl)-4-phenylpiperazine